3-(2-(5-methyl-[1,1'-biphenyl]-2-yl)-1H-pyrido[2,3-b]pyridin-3-yl)propanamide ethyl-(R)-1-(1-phenylethyl)-1H-pyrrole-2-carboxylate C(C)OC(=O)C=1N(C=CC1)[C@H](C)C1=CC=CC=C1.CC=1C=CC(=C(C1)C1=CC=CC=C1)C1C(=CC=2C(=NC=CC2)N1)CCC(=O)N